FC(OC1=CC=C(C=C1)N1N=CC=CC1=O)F 4-(difluoromethoxy)phenyl-pyridazin-3(2H)-one